C[NH+]1CC(C1)NC(=O)C=1C=C(C=CC1)[C@@H](CCN1CCC(CC1)C(=O)OC)NC(=O)C=1SC2=NC=3CC[C@@H](CC3C=C2N1)C(C)(C)C methyl 1-[(3R)-3-[3-[(1-methylazetidin-1-ium-3-yl)carbamoyl]phenyl]-3-[[(7S)-7-tert-butyl-5,6,7,8-tetrahydrothiazolo[5,4-b]quinoline-2-carbonyl]amino]propyl]piperidine-4-carboxylate